CP(=O)(OC1=C(C(=CC(=C1)CCCCC)OP(=O)(C)N[C@H](C(=O)OCC(C)(C)C)C)C1CCCC(=C1)C)N[C@@H](C)C(=O)OCC(C)(C)C neopentyl (methyl ((5'-methyl-6-(((((S)-1-(neopentyloxy)-1-oxopropan-2-yl)amino)(methyl)phosphoryl)oxy)-4-pentyl-1',2',3',4'-tetrahydro-[1,1'-biphenyl]-2-yl)oxy)phosphoryl)-L-alaninate